CC(C(=O)OCCNC(=O)N1CCN(CC1)CCC)=C 2-[(4-propylpiperazine-1-carbonyl)amino]ethyl 2-methylprop-2-enoate